4-((1-((4-(2-(2-aminopyridin-3-yl)-5-bromo-3H-imidazo[4,5-b]pyridin-3-yl)phenyl)methyl-d2)piperidin-4-yl)amino)pyrimidine-2-carbonitrile NC1=NC=CC=C1C1=NC=2C(=NC(=CC2)Br)N1C1=CC=C(C=C1)C(N1CCC(CC1)NC1=NC(=NC=C1)C#N)([2H])[2H]